NC1=CC=CC(=N1)C#C\C=C/1\C(N(CC1)C(=O)N(CC)CC)(C)C (3E)-3-[3-(6-aminopyridin-2-yl)prop-2-yn-1-ylidene]-N,N-diethyl-2,2-dimethylpyrrolidine-1-carboxamide